ClC=1C=CC(=C(C1)C1=NN(C=C1NC(=O)C=1C=NN2C1N=CC=C2)[C@@H]2[C@H](CCCC2)O)OCC N-(3-(5-chloro-2-ethoxyphenyl)-1-((1S,2S)-2-hydroxycyclohexyl)-1H-pyrazol-4-yl)pyrazolo[1,5-a]pyrimidine-3-carboxamide